COC1=CC=C(C=C1)C1N(CCC1CNS(=O)(=O)C1=CC=C(C=C1)OC(F)(F)F)C N-((2-(4-methoxyphenyl)-1-methylpyrrolidin-3-yl)methyl)-4-(trifluoromethoxy)benzenesulfonamide